BrC1=CC=C(C=C1)C1=CC=NN1 5-(4-bromophenyl)-1H-pyrazole